C1(=CC(=CC=C1)C1=NC(=NC=C1Cl)NC1CCN(CC1)C(CCC1CCN(CC1)C(=O)OC(C)(C)C)=O)C1=CC=CC=C1 tert-butyl 4-(3-(4-((4-([1,1'-biphenyl]-3-yl)-5-chloropyrimidin-2-yl)amino)piperidin-1-yl)-3-oxopropyl)piperidine-1-carboxylate